ClC=1C(=NC(=NC1C(F)F)C)N 5-chloro-2-methyl-6-difluoromethyl-pyrimidine-4-amine